FC=1C(=C(C(=C(N)C1)OC)C1=NN(N=C1)C)C 5-fluoro-2-methoxy-4-methyl-3-(2-methyl-2H-1,2,3-triazol-4-yl)aniline